7-Chloro-5-(methylamino)pyrido[3,4-d]pyridazin-4(3H)-one ClC1=CC2=C(C(NN=C2)=O)C(=N1)NC